(2S,5R)-7-oxo-2-(N-propionylcarbamimidoyl)-1,6-diazabicyclo[3.2.1]octan-6-yl hydrogen sulfate S(=O)(=O)(ON1[C@@H]2CC[C@H](N(C1=O)C2)C(NC(CC)=O)=N)O